(S)-2-((4-((2-Hydroxy-1-phenylethyl)amino)-5-(3-(quinuclidin-4-yl)-1,2,4-oxadiazol-5-yl)pyridin-2-yl)amino)-7,8,9,10-tetrahydro-5H-pyrido[2',3':3,4]pyrazolo[1,2-a]pyridazin-5-one OC[C@H](C1=CC=CC=C1)NC1=CC(=NC=C1C1=NC(=NO1)C12CCN(CC1)CC2)NC=2C=CC1=C(N3N(CCCC3)C1=O)N2